N-[(2-amino-3-methylquinolin-7-yl)methyl]-6-cyclopropyl-N-(2-methanesulfonylpyridin-3-yl)pyridine-3-carboxamide NC1=NC2=CC(=CC=C2C=C1C)CN(C(=O)C=1C=NC(=CC1)C1CC1)C=1C(=NC=CC1)S(=O)(=O)C